CC=1N=CC(=NC1N1[C@@H]2CN([C@H](C1)C2)C)NC2=CC1=C(C=N2)SC(=N1)C1=NC=CC=C1C 5-Methyl-6-[(1S,4S)-5-methyl-2,5-diazabicyclo[2.2.1]heptan-2-yl]-N-[2-(3-methylpyridin-2-yl)-[1,3]thiazolo[5,4-c]pyridin-6-yl]pyrazin-2-amine